4-(4-((1R,5S)-3,8-diazabicyclo[3.2.1]octan-3-yl)-6-chloro-8-fluoro-2-(((3R,4R)-4-methoxy-1-methylpyrrolidin-3-yl)oxy)quinazolin-7-yl)naphthalen-2-ol [C@H]12CN(C[C@H](CC1)N2)C2=NC(=NC1=C(C(=C(C=C21)Cl)C2=CC(=CC1=CC=CC=C21)O)F)O[C@@H]2CN(C[C@H]2OC)C